C(C1=C(C(=C(C(=C1C(CCC)C1=CC=CC=2NN=NC21)C)C)C)OC)C2=C(C(=C(C(=C2C(CCC)C2=CC=CC=1NN=NC12)C)C)C)OC methylenebis(benzotriazolyl-tetramethylbutylphenol)